NCCCN1CCC(CC1)NC1=C2C(N(C(C2=CC=C1)=O)C1C(NC(CC1)=O)=O)=O 4-[[1-(3-Aminopropyl)-4-piperidyl]amino]-2-(2,6-dioxo-3-piperidyl)isoindoline-1,3-dione